tert-butyl N-[2-[2-[2-[2-[2-(3-bromo cyclobutoxy)ethoxy]ethoxy]ethoxy]ethoxy]ethyl]-N-methyl-carbamate BrC1CC(C1)OCCOCCOCCOCCOCCN(C(OC(C)(C)C)=O)C